C1(CCCCCCCCCCCCCCCCC1)OB(O)O cyclooctadecylboric acid